N-(3-Pyridylaminomethylthio)carbamic acid ethyl ester C(C)OC(NSCNC=1C=NC=CC1)=O